2-(4-chloro-3-methylphenoxy)-N-{3-[2-(4-chlorophenoxy)acetylamino]bicyclo-[1.1.1]pentan-1-yl}acetamide ClC1=C(C=C(OCC(=O)NC23CC(C2)(C3)NC(COC3=CC=C(C=C3)Cl)=O)C=C1)C